1-vinyloxy-2,2-bis((vinyloxy)methyl)butane C(=C)OCC(CC)(COC=C)COC=C